CC1(N(C(CC1)=O)C(=O)[O-])C 2,2-dimethyl-5-oxopyrrolidine-1-carboxylate